C(C)(C)OC1=C(C=CC=C1)C1=NNC=C1NC(=O)C=1C=NN2C1N=CC=C2 N-(3-(2-isopropoxyphenyl)-1H-pyrazol-4-yl)pyrazolo[1,5-a]pyrimidine-3-carboxamide